CC1(C(C(=CC2(CN(C2)C(=O)C=2C=CC=C3C=CC=NC23)C1)C#N)=O)C 8,8-dimethyl-7-oxo-2-(quinoline-8-carbonyl)-2-azaspiro[3.5]non-5-ene-6-carbonitrile